FC=1C=C(C=C(C1)F)CCC(=O)N(C)C1=CC=C(C=C1)OC 3-(3,5-difluorophenyl)-N-(4-methoxyphenyl)-N-methylpropionamide